N1C(CC1)CN1C[C@H]2N(C(C1)=O)C[C@H](C2)C2=C(C(=CC=C2O)Cl)Cl (7R,8aS)-2-[azetidin-2-ylmethyl]-7-(2,3-dichloro-6-hydroxyphenyl)-hexahydropyrrolo[1,2-a]pyrazin-4-one